FC(C)(F)C1=NN(C2=NC=C(C=C21)O)COCC[Si](C)(C)C 3-(1,1-difluoroethyl)-1-[[2-(trimethylsilyl)ethoxy]methyl]pyrazolo[3,4-b]pyridin-5-ol